tert-butyl 3-(4-amino-3-(8-(3-(5-(1-(trifluoromethyl)cyclopropyl)isoxazol-3-yl)ureido)imidazo[1,2-a]pyridin-5-yl)-1H-pyrazolo[3,4-d]pyrimidin-1-yl)azetidine-1-carboxylate NC1=C2C(=NC=N1)N(N=C2C2=CC=C(C=1N2C=CN1)NC(=O)NC1=NOC(=C1)C1(CC1)C(F)(F)F)C1CN(C1)C(=O)OC(C)(C)C